OC1=C(C=CC(=C1)C(F)(F)F)N[C@H]1C[C@@](N(C1)C(=O)OC(C)(C)C)(C(=O)OC)C (2R,4S)-1-tert-butyl 2-methyl 4-((2-hydroxy-4-(trifluoromethyl)phenyl)amino)-2-methylpyrrolidine-1,2-dicarboxylate